dibenzo[b,d]thiophen-2-ylaniline C1=C(C=CC=2SC3=C(C21)C=CC=C3)NC3=CC=CC=C3